Silane chromium [Cr].[SiH4]